2-[(5,6-dimethyl-1,2,4-triazin-3-yl)sulfanyl]-N-methylpropanamide CC=1N=C(N=NC1C)SC(C(=O)NC)C